C(C=C)N(C(OC)=O)C1=C(C(=CC=C1[N+](=O)[O-])Br)OCC=C methyl allyl(2-(allyloxy)-3-bromo-6-nitrophenyl)carbamate